2,2-dibromo-2-fluoro-1-(4-chlorophenyl)ethane-1-one BrC(C(=O)C1=CC=C(C=C1)Cl)(F)Br